sodium (E)-2-((4-((tert-butoxycarbonyl)amino)but-2-en-1-yl)amino)-5-(methoxycarbonyl)pyridine-3-thiolate C(C)(C)(C)OC(=O)NC/C=C/CNC1=NC=C(C=C1[S-])C(=O)OC.[Na+]